C1(CCC1)CN[C@@H](C)C1=CC=C2CN(C(C2=C1)=O)C1=NC(=CC(=C1)C1=C(C=C(C#N)C=C1)C1=NN=CN1C)C1CC1 (S)-4-(2-(6-(1-((Cyclobutylmethyl)amino)ethyl)-1-oxoisoindolin-2-yl)-6-cyclopropylpyridin-4-yl)-3-(4-methyl-4H-1,2,4-triazol-3-yl)benzonitrile